C(C)(C)C1=CC(=NC=C1)C1=CC=CC2=C1OC1=C2C=CC(=C1)[Ge](C)(C)C 4-isopropyl-2-(7-(trimethylgermyl)dibenzo[b,d]furan-4-yl)pyridine